C(C)(C)(C)OC(NCCSC=1N(C(=CC1)C)C1=NC=CC=C1)=O tert-butyl(2-((5-methyl-1-(pyridin-2-yl)-1H-pyrrol-2-yl)thio)ethyl)carbamate